Cl.CC1CCN(CC1)C=1N=C(C2=C(C=NNC2=O)N1)NC1=CC=C(C=C1)OCCN1CCNCC1 2-(4-Methylpiperidin-1-yl)-4-((4-(2-(Piperazin-1-yl)ethoxy)phenyl)amino)pyrimido[4,5-d]pyridazin-5(6H)-on Hydrochlorid